2-fluoro-4-isobutyl-6-(4-((5-methylthiazol-2-yl)methyl)piperazin-1-yl)benzonitrile FC1=C(C#N)C(=CC(=C1)CC(C)C)N1CCN(CC1)CC=1SC(=CN1)C